C1(CC1)C1=NOC(=C1C1=NOC(=N1)[C@@H]1C(C12CCN(CC2)S(=O)(=O)N)(F)F)C(F)(F)F (2R)-2-{3-[3-Cyclopropyl-5-(trifluoromethyl)isoxazol-4-yl]-1,2,4-oxadiazol-5-yl}-1,1-difluoro-6-azaspiro[2.5]octan-6-sulfonamid